CN1C2=C(OCC1)C(=NN=C2N[C@H]2CN(CCC2)C)C2=C(C=C(C=C2)C(F)(F)F)O 2-(4-methyl-5-{[(3R)-1-methylpiperidin-3-yl]amino}-3,4-dihydro-2H-pyridazino[4,5-b][1,4]oxazin-8-yl)-5-(trifluoromethyl)phenol